4-(benzyloxy)pyridin C(C1=CC=CC=C1)OC1=CC=NC=C1